1,4-bis(2-isocyanatoprop-2-yl)-benzene N(=C=O)C(C)(C)C1=CC=C(C=C1)C(C)(C)N=C=O